(S)-2-(4-(6-((4-chloro-2-fluorobenzyl)oxy)pyridin-2-yl)-3-methylbenzyl)-1-(oxetan-2-ylmethyl)-1H-benzo[d]imidazole-6-carboxylic acid ClC1=CC(=C(COC2=CC=CC(=N2)C2=C(C=C(CC3=NC4=C(N3C[C@H]3OCC3)C=C(C=C4)C(=O)O)C=C2)C)C=C1)F